CC1(CCC=2C(=NN(C2C1)C1OCC1)C(CC(=O)OCC1=CC=CC=C1)=O)C benzyl 3-[6,6-dimethyl-1-(oxetan-2-yl)-5,7-dihydro-4H-indazol-3-yl]-3-oxopropionate